2,4-dimethyl-1-piperazinecarboxylate CC1N(CCN(C1)C)C(=O)[O-]